FC1=C(SC=C1C(C)(C)O)S(=O)(N)=NC(NC1=C2C(=NC(=C1C1=CC=CC=C1)C)CCC2)=O 3-Fluoro-4-(2-hydroxypropan-2-yl)-N'-((2-methyl-3-phenyl-6,7-dihydro-5H-cyclopenta[b]pyridin-4-yl)carbamoyl)thiophene-2-sulfonimidamide